6-chloro-3-(((1R)-1-(2-cyano-7-methyl-3-(5-phenyl-2-azabicyclo[2.2.1]heptan-2-yl)quinoxalin-5-yl)ethyl)amino)picolinic acid ClC1=CC=C(C(=N1)C(=O)O)N[C@H](C)C1=C2N=C(C(=NC2=CC(=C1)C)C#N)N1C2CC(C(C1)C2)C2=CC=CC=C2